3,4-dimethyl-pyrazolium citrate C(CC(O)(C(=O)[O-])CC(=O)[O-])(=O)[O-].CC=1N[NH+]=CC1C.CC=1N[NH+]=CC1C.CC=1N[NH+]=CC1C